3-(cyclopropylcarbonyl)-2-methyl-4-(trifluoromethyl)benzoic acid C1(CC1)C(=O)C=1C(=C(C(=O)O)C=CC1C(F)(F)F)C